4-(pyrrolidin-1-yl)phenol N1(CCCC1)C1=CC=C(C=C1)O